C(=C\C)/[C@@H]1[C@@H](C1)CS(=O)[O-].[Na+] sodium ((1R,2R)-2-((E)-prop-1-en-1-yl)cyclopropyl)methanesulfinate